OCC1(N2[C@@H](CC(C1=O)CC2)C2=CC=C(C=C2)S(=O)(=O)C(C)C)COC (6S)-2-(hydroxymethyl)-6-(4-(isopropyl-sulfonyl)phenyl)-2-(methoxymethyl)quinuclidin-3-one